O=C1N(CCC(N1)=O)C1=C(C=CC=C1)C1=CC=C(C=C1)CNC(C1=NC=C(C=C1)C=1N=CC2=C(C=CC=C2C1)C1=CC2=C(N(C(N2C)=O)C)C(=C1)C(C)C)=O N-((2'-(2,4-dioxotetrahydropyrimidin-1(2H)-yl)-[1,1'-biphenyl]-4-yl)methyl)-5-(8-(7-isopropyl-1,3-dimethyl-2-oxo-2,3-dihydro-1H-benzo[d]imidazol-5-yl)isoquinolin-3-yl)picolinamide